3-(3-((4-methyl-4H-1,2,4-triazol-3-yl)methyl)oxetan-3-yl)benzoic acid CN1C(=NN=C1)CC1(COC1)C=1C=C(C(=O)O)C=CC1